C(C1=CC=CC=C1)C1CC(N(C2=CC=CC=C12)CC)=O 4-benzyl-1-ethyl-3,4-dihydroquinolin-2(1H)-one